OCCOC1=CC=C(C=C1)C(=O)C(C)(C)O 4-(2-hydroxyethoxy)-phenyl-(2-hydroxy-2-propyl)methanone